C(CC)(=O)OC=1C(=NC=CC1OC)C(N[C@@H](C)C1=NOC(=N1)C1=CC=C(C=C1)CC)=O (S)-2-((1-(5-(4-ethylphenyl)-1,2,4-oxadiazol-3-yl)ethyl)carbamoyl)-4-methoxypyridin-3-yl propionate